The molecule is an aromatic alcohol that is ethanol substituted by a phenyl group at position 1. It has a role as a mouse metabolite. CC(C1=CC=CC=C1)O